3-((5-(Dimethylamino)pentanoyl)oxy)-2,2-bis(((9Z)-tetradec-9-enoyloxy)methyl)propyl (9Z)-tetradec-9-enoate C(CCCCCCC\C=C/CCCC)(=O)OCC(COC(CCCCN(C)C)=O)(COC(CCCCCCC\C=C/CCCC)=O)COC(CCCCCCC\C=C/CCCC)=O